C(C)(C)(C)OC(=O)N[C@H](C(=O)O)CCS(=O)(=O)C (S)-2-((tert-butoxycarbonyl)amino)-4-(methylsulfonyl)butanoic acid